C1(CC1)C(=O)N1CCC(CC1)CN1N=C2C3=C(CCC2=C1)OC(=C3C(F)(F)F)C(=O)NC[C@H]3OCCOC3 2-{[1-(Cyclopropancarbonyl)piperidin-4-yl]methyl}-N-{[(2R)-1,4-dioxan-2-yl]methyl}-8-(trifluoromethyl)-4,5-dihydro-2H-furo[2,3-g]indazol-7-carboxamid